3-[N,N-Dimethyl(3-palmitoylaminopropyl)-ammonio]-propanesulfonate C[N+](C)(CCCS(=O)(=O)[O-])CCCNC(CCCCCCCCCCCCCCC)=O